4-((2-cyanophenyl)thio)-6-(5-methyl-1-((1s,4s)-4-(((1-methylcyclopropyl)methyl)amino)cyclohexyl)-1H-pyrazol-4-yl)pyrazolo[1,5-a]pyridine-3-carbonitrile C(#N)C1=C(C=CC=C1)SC=1C=2N(C=C(C1)C=1C=NN(C1C)C1CCC(CC1)NCC1(CC1)C)N=CC2C#N